(2R,3R)-3-((tert-butyldimethylsilyl)oxy)-1-hydroxybutan [Si](C)(C)(C(C)(C)C)O[C@@H](CCO)C